benzyllithium fluorophosphate P(=O)(O)(O)F.C(C1=CC=CC=C1)[Li]